methyl-2-bromo-1-methyl-1H-indole-5-carboxylate COC(=O)C=1C=C2C=C(N(C2=CC1)C)Br